C(#N)C1=C(N=C(S1)N(C1=C(N=C2N1C=C(C=C2)C=2C=NC(=NC2)CC(=O)OC)CC)C)C2=CC=C(C=C2)F methyl 2-(5-(3-((5-cyano-4-(4-fluorophenyl)thiazol-2-yl)(methyl)amino)-2-ethyl imidazo[1,2-a]pyridin-6-yl)pyrimidin-2-yl)acetate